lithium (R)-4-(tert-butoxycarbonyl)-1-methylpiperazine-2-carboxylate C(C)(C)(C)OC(=O)N1C[C@@H](N(CC1)C)C(=O)[O-].[Li+]